4-(1-(benzofuran-5-yl)-2-(dimethyl-(phenyl)silyl)ethyl)pyridine O1C=CC2=C1C=CC(=C2)C(C[Si](C2=CC=CC=C2)(C)C)C2=CC=NC=C2